ferrocene Bromide [Br-].[CH-]1C=CC=C1.[CH-]1C=CC=C1.[Fe+2]